C1C=2N(C3C4(CCCN1C3)CCNO4)C=C(CC2)C(=O)N 1',4',5',11'-tetrahydro-3'H,7'H-spiro[isoxazolidine-5,6'-[2,7]methanopyrido[1,2-a][1,4]diazonine]-10'-carboxamide